C(#N)C=1C=C(C(=NC1)N[C@@H]1C[C@@H](CCC1)NC(OC(C)(C)C)=O)[N+](=O)[O-] tert-Butyl ((1R,3S)-3-((5-cyano-3-nitropyridin-2-yl)amino)cyclohexyl)carbamate